ClC=1C=C(C(=NC1)OCC(C(=O)NC1CCN(CC1)C)(C)C)C 3-((5-chloro-3-methylpyridin-2-yl)oxy)-2,2-dimethyl-N-(1-methylpiperidin-4-yl)propanamide